benzyl rac-2-(2-(((1R,5S,6s)-3-azabicyclo[3.1.0]hexan-6-yl)oxy)-6-(4-fluorophenyl)pyridin-4-yl)-2-methylpyrrolidine-1-carboxylate [C@@H]12CNC[C@H]2C1OC1=NC(=CC(=C1)C1(N(CCC1)C(=O)OCC1=CC=CC=C1)C)C1=CC=C(C=C1)F